5-oxo-2-(trifluoromethyl)pyrazolo[1,5-a]pyridine O=C1C=C2N(C=C1)NC(=C2)C(F)(F)F